methyl-bis-(1-octyl)phosphine CP(CCCCCCCC)CCCCCCCC